FC1=C(C=CC(=C1C)OC1=CC2=C(N(C=N2)C)C(=C1)F)NC1=NC=NC2=C1N=C(N=C2)N2CCN(CCC2)C(C=C)=O 1-(4-(8-((2-fluoro-4-((7-fluoro-1-methyl-1H-benzo[d]imidazol-5-yl)oxy)-3-methylphenyl)amino)pyrimido[5,4-d]pyrimidin-2-yl)-1,4-diazepan-1-yl)prop-2-en-1-one